ClC1=C(C=CC=C1)C1=CN(C2=CC(=CC=C12)C(=O)N[C@H]1CS(CC1)(=O)=O)C1=CC=C(C=C1)F |r| (R)- and (S)-3-(2-Chlorophenyl)-N-(1,1-dioxidotetrahydrothiophen-3-yl)-1-(4-fluorophenyl)-1H-indole-6-carboxamide